COC1=CC=C(CC=2C(=NC3=CC=CC=C3C2)N)C=C1 (4-methoxybenzyl)quinolin-2-amine